C1=CC=C2C(=C1)C(=CC=C2C(=O)O)C(=O)O 1,4-naphthalic acid